(S)-3-(4-chloro-3-(((R)-2-ethyl-2,3-dihydropyrido[2,3-f][1,4]oxazepin-4(5H)-yl)methyl)phenyl)-3-(1,4-dimethyl-1H-benzo[d][1,2,3]triazol-5-yl)propanoic acid ClC1=C(C=C(C=C1)[C@H](CC(=O)O)C1=C(C2=C(N(N=N2)C)C=C1)C)CN1C[C@H](OC2=C(C1)N=CC=C2)CC